1-(3-{[tert-butyl(dimethyl)silyl]oxy}propyl)-4-(pyridin-3-yl)benzene-1,2-diamine [Si](C)(C)(C(C)(C)C)OCCCC1(C(C=C(C=C1)C=1C=NC=CC1)N)N